1-({[(benzyloxy)carbonyl]amino}sulfonyl)-3-[4-(piperidin-4-yl)phenyl]-1H-pyrrole-2-carboxylic acid benzyl ester hydrochloride Cl.C(C1=CC=CC=C1)OC(=O)C=1N(C=CC1C1=CC=C(C=C1)C1CCNCC1)S(=O)(=O)NC(=O)OCC1=CC=CC=C1